BrC1=CC=2C(C3=CC(=CC=C3S(C2C=C1)(=O)=O)Br)(C)C 2,7-dibromo-9,9-dimethyl-9H-thioxanthene 10,10-dioxide